NC([C@H](C[C@H]1C(NCCC1)=O)NC(=O)C1N(CC2CCCCC12)C(=O)C=1NC2=CC=CC(=C2C1)OC)=O N-((S)-1-amino-1-oxo-3-((S)-2-oxopiperidin-3-yl)propan-2-yl)-2-(4-methoxy-1H-indole-2-carbonyl)octahydro-1H-isoindole-1-carboxamide